4-propyl-4'-[[(trans-4-propylcyclohexyl)oxy]methyl]-1,1'-bicyclohexane C(CC)C1CCC(CC1)C1CCC(CC1)CO[C@@H]1CC[C@H](CC1)CCC